Cl.C(C)(SCCCNC)=O S-3-(Methylamino)propyl ethanethioate Hydrogen Chloride Salt